C[C@H]1[C@@H](C[C@H]([C@@H](O1)OCCCCCCC/C=C/C(=O)O)O)O The molecule is an omega-hydroxy fatty acid ascaroside obtained by formal condensation of the alcoholic hydroxy group of (2E)-10-hydroxydec-2-enoic acid with ascarylopyranose (the alpha anomer). It is a metabolite of the nematode Caenorhabditis elegans. It has a role as a Caenorhabditis elegans metabolite. It is an alpha,beta-unsaturated monocarboxylic acid and an omega-hydroxy fatty acid ascaroside. It derives from an (E)-10-hydroxydec-2-enoic acid. It is a conjugate acid of an oscr#15(1-).